NC(COC(C)OCC(C)N)C bis(β-aminopropoxy)ethane